ClC1=CC=C(C(=N1)C(=O)N)NC(C)C1=CC(=CC=2C=3N(C(=NC12)N1CCOCC1)C=C(N3)C(F)(F)F)C 6-chloro-3-((1-(9-methyl-5-morpholino-2-(trifluoromethyl)imidazo[1,2-c]quinazolin-7-yl)ethyl)amino)picolinamide